COC(C(CC(C1=CC=CC=C1)=O)=CC1=CC=CC=C1)=O 2-benzylidene-4-oxo-4-phenylbutyric acid methyl ester